P([S-])([O-])=S Dithiophosphonat